3-(1,1-difluoropropan-2-yl)-N-(2-fluoro-4-methyl-5-(8-morpholinoimidazo[1,2-a]pyridin-6-yl)phenyl)pyrrolidine-1-carboxamide FC(C(C)C1CN(CC1)C(=O)NC1=C(C=C(C(=C1)C=1C=C(C=2N(C1)C=CN2)N2CCOCC2)C)F)F